FC(C1=C(CN2N=CC(=C2C)NC(C2=CN=CC(=C2)C=2OC=CC2)=O)C=CC(=C1)C(F)(F)F)(F)F N-(1-(2,4-bis(trifluoromethyl)benzyl)-5-methyl-1H-pyrazol-4-yl)-5-(furan-2-yl)nicotinamide